(2S)-3-hydroxy-2-{4-[(2-methylpentyl)oxy]phenyl}-N-[(1R)-1-phenylpropyl]acrylamide OC=C(C(=O)N[C@H](CC)C1=CC=CC=C1)C1=CC=C(C=C1)OC[C@H](CCC)C